C(C)(C)(C)OC(OC(C)(C)C)(OC(C)(C)C)[Ti+3] tri-t-butoxymethyltitanium (iv)